FCCC(C(=O)OC)NC1=C(C=C(C(=O)OC)C=C1)[N+](=O)[O-] methyl 4-(4-fluoro-1-methoxy-1-oxobutan-2-ylamino)-3-nitrobenzoate